2-(4-dibenzofuranyl)amino-9,9-dimethylfluorene C1=CC=C(C=2OC3=C(C21)C=CC=C3)NC3=CC=2C(C1=CC=CC=C1C2C=C3)(C)C